N[C@H]1[C@@H]2N(C[C@H]1CC2)C(=O)C2=CC1=C(N(C(=N1)C=1N(C3=C(C=CC=C3C1)C=1C=CC(=NC1)NC(C)=O)CC1CC1)C)C(=C2)OC N-[5-(2-{5-[(1R,4R,7R)-7-amino-2-azabicyclo[2.2.1]heptane-2-carbonyl]-7-methoxy-1-methyl-1H-1,3-benzodiazol-2-yl}-1-(cyclopropylmethyl)-1H-indol-7-yl)pyridin-2-yl]acetamide